{3-[2-tert-butyl-5-(2-{[1-(piperidin-4-yl)pyrazol-4-yl]amino}pyrimidin-4-yl)-1,3-thiazol-4-yl]-2-fluorophenyl}propane-1-sulfonamide hydrochloride salt Cl.C(C)(C)(C)C=1SC(=C(N1)C=1C(=C(C=CC1)C(CC)S(=O)(=O)N)F)C1=NC(=NC=C1)NC=1C=NN(C1)C1CCNCC1